(4-{[(2R)-6-chloro-4-oxo-3,4-dihydro-2H-1-benzopyran-2-carbonyl]amino}bicyclo[2.1.1]hex-1-yl)carbamic acid tert-butyl ester C(C)(C)(C)OC(NC12CCC(C1)(C2)NC(=O)[C@@H]2OC1=C(C(C2)=O)C=C(C=C1)Cl)=O